ClC1=C2C=C(NC2=CC(=C1)OC1=CC=CC=C1)C(=O)OC methyl 4-chloro-6-phenoxy-1H-indole-2-carboxylate